(R)-1-(3-((2-((1-ethyl-1H-pyrazol-4-yl)amino)-7H-pyrrolo[2,3-d]pyrimidin-4-yl)oxy)pyrrolidin-1-yl)prop-2-en-1-one C(C)N1N=CC(=C1)NC=1N=C(C2=C(N1)NC=C2)O[C@H]2CN(CC2)C(C=C)=O